((3R,9aS)-3-(3-chloro-4-fluorophenyl)-3-hydroxyhexahydropyrazino[2,1-c][1,4]oxazin-8(1H)-yl)(2-chloro-6-fluoro-3-methoxyphenyl)methanone ClC=1C=C(C=CC1F)[C@@]1(CN2[C@H](CO1)CN(CC2)C(=O)C2=C(C(=CC=C2F)OC)Cl)O